5-(((S)-1-(((1S,2S)-2-(4-(5-(pentafluoro-λ6-sulfanyl)pyridin-2-yl)piperazine-1-carbonyl)cyclopropyl)methoxy)propan-2-yl)amino)-4-(trifluoromethyl)pyridazine FS(C=1C=CC(=NC1)N1CCN(CC1)C(=O)[C@@H]1[C@H](C1)COC[C@H](C)NC=1C(=CN=NC1)C(F)(F)F)(F)(F)(F)F